S1C(SC=C1)C1SCCS1 1,3-dithiolyl-(1,3-dithiolan)